NCCCC(CC(=O)NCC(CN1CCN(CC1)CC(CNC(CC(CCCCCCCCCCCCC)CCCN)=O)O)O)CCCCCCCCCCCCC 1,4-bis[(3-(3-aminopropyl)-palmitoylamino)-2-hydroxypropyl]piperazine